2-benzimidazolinone C1=CC=C2C(=C1)NC(=O)N2